(R)-1-(2-(Azepan-2-yl)benzyl)-2-thioxo-1,2,3,5-tetrahydro-4H-pyrrolo[3,2-d]pyrimidin-4-one N1[C@H](CCCCC1)C1=C(CN2C(NC(C3=C2C=CN3)=O)=S)C=CC=C1